C1(CC1)C1=C(C=C(C=N1)C1=CC(=C2C(=N1)N=CN2)N(C)CC2(CCCC2)COC)C(F)(F)F 5-[6-cyclopropyl-5-(trifluoromethyl)pyridin-3-yl]-7-({[1-(methoxymethyl)cyclopentyl]methyl}(methyl)amino)-1H-imidazo[4,5-b]pyridin